1-palmitoyl-2-oleyl-3-linoleylglycerol C(CCCCCCCCCCCCCCC)(=O)OCC(OCCCCCCCC\C=C/CCCCCCCC)COCCCCCCCC\C=C/C\C=C/CCCCC